ClC1=C(C=CC=C1)C1=CC=CC2=C1C(=C(O2)C(=O)N)CC=2SC(=CC2)C2=CC(=C(C=C2)OC(Cl)(Cl)Cl)C (2-chlorophenyl)-((5-(3-methyl-4-(trichloromethoxy)phenyl)thiophen-2-yl)methyl)benzofuran-2-carboxamide